N-(2-cyanopyridin-4-yl)-2-((3R,5S)-4,4-difluoro-3,5-dimethylpiperidin-1-yl)-5-(trifluoromethyl)nicotinamide C(#N)C1=NC=CC(=C1)NC(C1=C(N=CC(=C1)C(F)(F)F)N1C[C@H](C([C@H](C1)C)(F)F)C)=O